CC(C#C[Li])(C)C 3,3-dimethyl-1-butynyllithium